3-bromo-N-(3'-(difluoromethoxy)-4,5'-difluoro-[1,1'-biphenyl]-3-yl)benzenesulfonamide phenoxyEthyl-acrylate O(C1=CC=CC=C1)CCOC(C=C)=O.BrC=1C=C(C=CC1)S(=O)(=O)NC=1C=C(C=CC1F)C1=CC(=CC(=C1)F)OC(F)F